Cl.CNC N-methylmethanamine HCl